ClC1=C(CC=2C=C(C=O)C=CC2)C=CC=C1 3-(2-chlorobenzyl)benzaldehyde